CN1CC(C1)(C)[C@](O)(C1=CC=C(C=C1)C(F)(F)F)C1=CC(=CC=C1)C1=NC(=NO1)CCN1N=C(C=C1)C (S)-(1,3-Dimethyl-azetidin-3-yl)-(3-{3-[2-(3-methyl-pyrazol-1-yl)-ethyl]-[1,2,4]oxadiazol-5-yl}-phenyl)-(4-trifluoromethyl-phenyl)-methanol